(Z)-3-(4-chlorophenyl)-5-(iodomethyl)oxazolidin-2-one ClC1=CC=C(C=C1)N1C(OC(C1)CI)=O